4,5,6,7-tetrahydro-1H-indazol-1-ium trichloride [Cl-].[Cl-].[Cl-].[NH2+]1N=CC=2CCCCC12.[NH2+]1N=CC=2CCCCC12.[NH2+]1N=CC=2CCCCC12